(3,3-bis(benzofuran-2-yl)allyl)-3-(4-methoxybenzoylmethyl)-2-methylbenzimidazole bromide salt [Br-].O1C(=CC2=C1C=CC=C2)C(=CCC2=CC=CC=1N=C(N(C12)CC(C1=CC=C(C=C1)OC)=O)C)C=1OC2=C(C1)C=CC=C2